C(C)(C)C=1C=C(OCC2=NNC(O2)=O)C=CC1 5-[(3-Isopropylphenoxy)methyl]-1,3,4-oxadiazol-2(3H)-one